C(=O)(OC(C)(C)C)N1CCN(CC1)C(\C(=C\C1=CC(=C(C=C1)O)O)\C#N)=O (E)-4-Boc-1-(α-cyano-3,4-dihydroxycinnamoyl)piperazine